(E)-3-(4-((E)-2-(2-chloro-4-fluorophenyl)-1-(1-methyl-1H-indazol-5-yl)but-1-en-1-yl)phenyl)acrylic acid ClC1=C(C=CC(=C1)F)/C(=C(/C=1C=C2C=NN(C2=CC1)C)\C1=CC=C(C=C1)/C=C/C(=O)O)/CC